8-bromo-2-(((2-(1-((tert-butyldimethylsilyl)oxy)ethyl)-6-chloropyrimidin-4-yl)oxy)methyl)-6-cyclopropylimidazo[1,2-a]pyridine BrC=1C=2N(C=C(C1)C1CC1)C=C(N2)COC2=NC(=NC(=C2)Cl)C(C)O[Si](C)(C)C(C)(C)C